Tert-butyl-2,2-dimethylpiperidine-1-carboxylate C(C)(C)(C)OC(=O)N1C(CCCC1)(C)C